isothiocyanomethane N(=C=S)C